(2R,5R)-2-(4-fluorophenyl)-5-methyl-4-(trifluoromethoxy)piperidine FC1=CC=C(C=C1)[C@@H]1NC[C@H](C(C1)OC(F)(F)F)C